ethyl 3-[(3-ethoxy-3-oxo-propanoyl)-methyl-amino]-3-methyl-butanoate C(C)OC(CC(=O)N(C(CC(=O)OCC)(C)C)C)=O